calcium edetate, ethylenediaminetetraacetic acid salt C(CN(CC(=O)O)CC(=O)O)N(CC(=O)O)CC(=O)O.C(N(CC(=O)[O-])CC(=O)[O-])CN(CC(=O)[O-])CC(=O)[O-].[Ca+2].[Ca+2]